1-(3,3-Difluoroazetidin-1-yl)-2-{2-[(S)-(4,4-difluorocyclohexyl){[6-(difluoromethyl)-pyridazin-3-yl]amino}methyl]-4-fluoro-1H-benzimidazol-5-yl}propan-1-one FC1(CN(C1)C(C(C)C1=C(C2=C(NC(=N2)[C@@H](NC=2N=NC(=CC2)C(F)F)C2CCC(CC2)(F)F)C=C1)F)=O)F